2-(3-bromo-2-hydroxy-5-methylbenzoyl)hexahydroindolizin-3(2H)-one BrC=1C(=C(C(=O)C2CC3CCCCN3C2=O)C=C(C1)C)O